4-((2-chloro-4-fluorobenzyl)amino)-2-((1-methyl-1H-pyrazol-4-yl)amino)pyrimidin-5-carboxamide 2-Ethyl-formate CCOC=O.ClC1=C(CNC2=NC(=NC=C2C(=O)N)NC=2C=NN(C2)C)C=CC(=C1)F